(S)-N-(3-amino-1-(hydroxyamino)-3-methyl-1-oxobutan-2-yl)-2-hydroxy-4-((4-(piperidin-1-ylmethyl)phenyl)butan-1,3-diyne-1-yl)benzamide NC([C@@H](C(=O)NO)NC(C1=C(C=C(C=C1)C#CC#CC1=CC=C(C=C1)CN1CCCCC1)O)=O)(C)C